4-(benzylthio)pyridin-2-amine C(C1=CC=CC=C1)SC1=CC(=NC=C1)N